Cl.COC(=O)C1CCC(CC1)CN (1s,4s)-4-(aminomethyl)cyclohexane-1-carboxylic acid methyl ester hydrochloride